Cl.NCC=1C=NN(C1)CC1=C(C#N)C=CC=C1 ((4-(aminomethyl)-1H-pyrazol-1-yl)methyl)benzonitrile hydrochloride